(2S)-N-{(1S)-1-(2-chlorophenyl)-2-[(3,3-difluorocyclobutyl)amino]-2-oxoethyl}-1-(4-cyanopyridin-2-yl)-N-(5-fluoropyridin-3-yl)-5-oxopyrrolidine-2-carboxamide ClC1=C(C=CC=C1)[C@@H](C(=O)NC1CC(C1)(F)F)N(C(=O)[C@H]1N(C(CC1)=O)C1=NC=CC(=C1)C#N)C=1C=NC=C(C1)F